C(C)N(C(=O)C1[C@H]2CN(C[C@@H]12)C1CC2CCC(C1)N2C2=NC(=NO2)C)CC (1r,5s,6r)-N,N-diethyl-3-(8-(3-methyl-1,2,4-oxadiazol-5-yl)-8-azabicyclo[3.2.1]oct-3-yl)-3-azabicyclo[3.1.0]hexane-6-carboxamide